C1=CC=CC=2C3=CC=CC=C3N(C12)C=1C=C(OC=2C=C(C=C(C2)I)N(C2=CC=C(C=C2)C2=CC=CC=C2)C2=CC=C(C=C2)C2=CC=CC=C2)C=CC1 N-(3-(3-(9H-carbazol-9-yl)phenoxy)-5-iodophenyl)-N-([1,1'-biphenyl]-4-yl)-[1,1'-biphenyl]-4-amine